3-(4-Chlorophenyl)-1-[2-(2,3,4,5,6-pentafluorophenyl)ethyl]urea ClC1=CC=C(C=C1)NC(NCCC1=C(C(=C(C(=C1F)F)F)F)F)=O